4-((1-(2,2,2-trifluoroethyl)piperidin-4-yl)amino)-1,6-dihydropyridine-3-carboxamide FC(CN1CCC(CC1)NC=1C(=CNCC1)C(=O)N)(F)F